[Si](C)(C)(C(C)(C)C)OC1=C(C=CC=C1)Cl 2-(tert-butyldimethylsilyloxy)chlorobenzene